C1CCN(CC1)CCCl.Cl N-(2-chloroethyl)piperidine hydrochloride